COC(C1CCN(CC1)C=1C=C(C=CC1)S(=O)(=O)NC1=C(C=CC=C1)F)OC {3-[4-(dimethoxymethyl)piperidin-1-yl]benzenesulfonyl}-2-fluoroaniline